C1(=C(C=CC=C1)C1=NC(=NC(=N1)C1=CC=C(C=C1)C1=CC=CC=C1)C1=CC2=C(C=C1)C1=CC=CC=C1C21C=2C=CC=CC2C2=C1OC=C2)C2=CC=CC=C2 2-([1,1'-biphenyl]-2-yl)-4-([1,1'-biphenyl]-4-yl)-6-(spiro[fluorene-9,8'-indeno[2,1-b]furan]-2-yl)-1,3,5-triazine